FC(C1=NN=C(O1)C1=CN=C(S1)CN(S(=O)(=O)CC(C)C)C=1C=NC=CC1)F N-({5-[5-(difluoromethyl)-1,3,4-oxadiazol-2-yl]-1,3-thiazol-2-yl}methyl)-2-methyl-N-(pyridin-3-yl)propane-1-sulfonamide